methyl 1-((tertbutoxycarbonyl)(methyl)amino)cyclopropane-1-carboxylate C(C)(C)(C)OC(=O)N(C1(CC1)C(=O)OC)C